ClC1=CC=C(C=C1)NC(=O)N1[C@H](C[C@H](C1)O)C(=O)NC1=C(C=CC(=C1)C(C1=CC=CC=C1)NCC1CC1)F (2R,4R)-N1-(4-chlorophenyl)-N2-(5-((+)-(cyclopropylmethylamino)(phenyl)methyl)-2-fluorophenyl)-4-hydroxypyrrolidine-1,2-dicarboxamide